6-Bromo-3-((1-((4-(difluoromethylidene)piperidin-1-yl)methyl)cyclopropyl)methoxy)-5-fluoro-7,9-dihydrofuro[3,4-f]quinazoline BrC=1C2=C(C=3C=NC(=NC3C1F)OCC1(CC1)CN1CCC(CC1)=C(F)F)COC2